C(C1=CC=CC=C1)C1(CC1)C=1NC(C2=C(N1)CCN(C2)C([C@H](O)C2=CC(=CC=C2)Cl)=O)=O (R)-2-(1-benzylcyclopropyl)-6-(2-(3-chlorophenyl)-2-hydroxyacetyl)-5,6,7,8-tetrahydropyrido[4,3-d]pyrimidin-4(3H)-one